C(C=C)OC(=O)C1=CC2=C(S1)C=CC(=C2)CP(=O)(OC2=CC=CC=C2)NC(C(OCCC)=O)(C)C.N[C@H]2CC[C@@H](C2)OC(F)(F)F (1s,2s,4s)-2-amino-4-(trifluoromethoxy)cyclopentane allyl-5-((((2-methyl-1-oxo-1-propoxypropan-2-yl)amino)(phenoxy)phosphoryl)methyl)benzo[b]thiophene-2-carboxylate